C(C)N(C1=CC=C(C=C1)C=1NC(=C2N(C1)C(C(=N2)CC2=CC=C(C=C2)O)=O)CCCNC(=N)N)CC 1-(3-(6-(4-(diethylamino)phenyl)-2-(4-hydroxybenzyl)-3-oxo-3,7-dihydroimidazo[1,2-a]pyrazin-8-yl)propyl)guanidine